4-((2R,3S,4S,5R)-3-(4-(difluoromethoxy)-3-fluoro-2-methoxyphenyl)-4,5-dimethyl-5-(trifluoromethyl)tetrahydrofuran-2-carboxamido)picolinamide FC(OC1=C(C(=C(C=C1)[C@H]1[C@@H](O[C@]([C@H]1C)(C(F)(F)F)C)C(=O)NC1=CC(=NC=C1)C(=O)N)OC)F)F